5'-deoxy-5'-(methylthio)adenosine zinc(II) bromide [Br-].[Zn+2].CSC[C@@H]1[C@H]([C@H]([C@@H](O1)N1C=NC=2C(N)=NC=NC12)O)O.[Br-]